4-[6-(2,4-Dichloro-benzyl)-3-hydroxy-pyridin-2-yl]-4-oxo-butyric acid ethyl ester C(C)OC(CCC(=O)C1=NC(=CC=C1O)CC1=C(C=C(C=C1)Cl)Cl)=O